C[C@H](C(C(=O)O)=O)CC (3S)-3-Methyl-2-oxopentanoic acid